NC1=NC(=CC(=N1)N1CCC2(C[C@H](NC2)C(=O)O)CC1)O[C@@H](C(F)(F)F)C1=C(C=C(C=C1)C=1C=C2C=CC=NC2=CC1)C1=CC(=CC=C1)S(=O)(=O)C (S)-8-(2-amino-6-((R)-2,2,2-trifluoro-1-(3'-(methylsulfonyl)-5-(quinolin-6-yl)-[1,1'-biphenyl]-2-yl)ethoxy)pyrimidin-4-yl)-2,8-diazaspiro[4.5]decane-3-carboxylic acid